1-Cyclopropyl-3-({[(3S)-1-(6-methylpyridin-3-yl)piperidin-3-yl][(2-methylpyridin-4-yl)methyl]amino}methyl)-7-(morpholin-3-yl)-1,4-dihydroquinolin-4-on C1(CC1)N1C=C(C(C2=CC=C(C=C12)C1NCCOC1)=O)CN(CC1=CC(=NC=C1)C)[C@@H]1CN(CCC1)C=1C=NC(=CC1)C